C(CCCCCCCCC=CC)[Si](OCC)(OCC)OCC 10-dodecenyl-triethoxysilane